CN1C[C@@H](C(C1)C)OCC1=C(N(N=C1)C)C1=CC=2N(C=C1)N=C(C2)NC2=NC(=CN=C2)C R-5-[4-[(1,4-dimethylpyrrolidin-3-yl)oxymethyl]-2-methyl-pyrazol-3-yl]-N-(6-methylpyrazin-2-yl)pyrazolo[1,5-a]pyridin-2-amine